N[C@H](CN1C(C2=CC=CC=C2C1=O)=O)CC=1C(=C2CC(NC2=CC1)=O)C 2-[(2S)-2-amino-3-(4-methyl-2-oxo-2,3-dihydro-1H-indol-5-yl)propyl]-2,3-dihydro-1H-isoindole-1,3-dione